4-methoxy-2-(methylamino)-3-nitro-benzonitrile COC1=C(C(=C(C#N)C=C1)NC)[N+](=O)[O-]